CC1=NC=CC(=N1)C=1OC(=C(N1)N1CCC=2C=CC=NC2C1=O)C1=CC=C(C=C1)C(F)(F)F 7-[2-(2-methylpyrimidin-4-yl)-5-[4-(trifluoromethyl)phenyl]-1,3-oxazol-4-yl]-5,6,7,8-tetrahydro-1,7-naphthyridin-8-one